C(N)(OC(C(Cl)(Cl)Cl)(O)CCN1CCOCC1)=O 2-morpholinoethyl-(2,2,2-trichloro-1-hydroxyethyl) carbamate